C1(CC1)C([C@@H](C(=O)NC1=CC=C(C=C1)C=1C(=NNC1C)C)NC(=O)C=1N(N=CC1)C)C1CC1 N-[(1S)-1-(dicyclopropylmethyl)-2-[4-(3,5-dimethyl-1H-pyrazol-4-yl)anilino]-2-oxo-ethyl]-2-methyl-pyrazole-3-carboxamide